C(C)(C)(C)[Si](OCCOC1=NC(=CC(=C1)C(=O)O)OC(F)F)(C)C 2-[2-[tert-butyl-(dimethyl)silyl]oxyethoxy]-6-(difluoromethoxy)pyridine-4-carboxylic acid